trans-tert-butyl 2-(2-chloro-6-(6-(methylcarbamoyl)pyrimidin-4-yl)pyridin-4-yl)-6-(2,2,2-trifluoro-1-hydroxyethyl)morpholine-4-carboxylate ClC1=NC(=CC(=C1)[C@@H]1CN(C[C@H](O1)C(C(F)(F)F)O)C(=O)OC(C)(C)C)C1=NC=NC(=C1)C(NC)=O